C1(CC1)N1C=C(C(C2=CC(=C(C=C12)N1CCNCC1)F)=O)C(=O)NCC1=NC=CC=C1 1-cyclopropyl-6-fluoro-4-oxo-7-(1-piperazinyl)-N-(pyridin-2-ylmethyl)-1,4-dihydroquinoline-3-carboxamide